10-fluoro-2-((S)-1-(4-fluorophenyl)-3,4-dihydroisoquinolin-2(1H)-yl)-1-oxa-3,7-diazaspiro[4.5]dec-2-ene FC1CCNCC12CN=C(O2)N2[C@H](C1=CC=CC=C1CC2)C2=CC=C(C=C2)F